3,6-di(4-pyrimidinyl)-1,2,4,5-tetrazine N1=CN=C(C=C1)C=1N=NC(=NN1)C1=NC=NC=C1